C(C)(=O)C1=CC=C2C(=N1)N(C(=C2)C2=NC1=C(N2C)C(=CC(=C1)C(=O)OC)OC)CC1CC1 methyl 2-(6-acetyl-1-(cyclopropylmethyl)-1H-pyrrolo[2,3-b]pyridin-2-yl)-7-methoxy-1-methyl-1H-benzo[d]imidazole-5-carboxylate